[O-2].[O-2].[Mn+2].[Li+] LITHIUM-MANGANESE DIOXIDE